CC(C)OC1=CC=C(C=C1)CC(=O)O 2-[4-(propan-2-yloxy)phenyl]acetic acid